6-((3-tert-butyl-7-(5-methylisoxazol-3-yl)pyrazolo[1,5-d][1,2,4]triazin-2-yl-oxy)methyl)-N-(cyclopropylmethyl)nicotinamide C(C)(C)(C)C=1C(=NN2C(=NN=CC21)C2=NOC(=C2)C)OCC2=NC=C(C(=O)NCC1CC1)C=C2